[C@H]12CN(C[C@H](CC1)N2)C2=NC(=NC1=C(C(=C(C=C21)Cl)C2=CC=C(C1=CC=CC=C21)Cl)F)OC[C@]21CCCN1C[C@@H](C2)F 4-((1R,5S)-3,8-diazabicyclo[3.2.1]octan-3-yl)-6-chloro-7-(4-chloronaphthalen-1-yl)-8-fluoro-2-(((2R,7aS)-2-fluorotetrahydro-1H-pyrrolizin-7a(5H)-yl)methoxy)quinazoline